Cl.O[C@H]1CN(CC1)C1=CC=C2C(OC(C2=C1)=O)CC1=C(C=CC(=C1)F)F 6-((R)-3-hydroxypyrrolidin-1-yl)-3-(2,5-difluorobenzyl)isobenzofuran-1(3H)-one hydrochloride